C(C)(C)(C)OC(=O)N1CC(C1)CO 3-(hydroxymethyl)-azetidine-1-carboxylic acid tert-butyl ester